6-cyclopropyl-5,6-dihydro-4H-pyrazolo[1,5-d][1,4]diazepin C1(CC1)N1C=CN2C(CC1)=CC=N2